1-(4-(4-fluoro-3-((4-hydroxy-2-methylphenyl)amino)-1H-pyrazol-5-yl)phenyl)pyrrolidin-2-one FC=1C(=NNC1C1=CC=C(C=C1)N1C(CCC1)=O)NC1=C(C=C(C=C1)O)C